(S)-4-(2-(1-amino-5-(tert-butoxy)-1,5-dioxopentan-2-yl)-1,3-dioxoisoindolin-5-yl)piperazine-1-carboxylic acid benzyl ester C(C1=CC=CC=C1)OC(=O)N1CCN(CC1)C=1C=C2C(N(C(C2=CC1)=O)[C@H](C(=O)N)CCC(=O)OC(C)(C)C)=O